N1-(3-methoxybenzyl)dodecane-1,12-diamine, hydrochloride salt Cl.COC=1C=C(CNCCCCCCCCCCCCN)C=CC1